3-[7-(difluoromethyl)-6-(1-methylpyrazol-4-yl)-3,4-dihydro-2H-quinolin-1-yl]-N-methyl-1-(4-piperidinyl)-6,7-dihydro-4H-pyrazolo[4,3-c]Pyridine-5-carboxamide FC(C1=C(C=C2CCCN(C2=C1)C1=NN(C2=C1CN(CC2)C(=O)NC)C2CCNCC2)C=2C=NN(C2)C)F